N-(2-imidazolin-2-yl)-1-naphthylamine N1C(=NCC1)NC1=CC=CC2=CC=CC=C12